C1(CC1)N1CCS(C2=C(C1=O)SC(=C2)C2=NC(=NC=C2C(F)(F)F)NC2=C(C=C(C=C2)N2C[C@@H](NCC2)CO)CC)(=O)=O (R)-4-cyclopropyl-7-(2-((2-ethyl-4-(3-(hydroxymethyl)piperazin-1-yl)phenyl)amino)-5-(trifluoromethyl)pyrimidin-4-yl)-3,4-dihydrothieno[2,3-f][1,4]thiazepin-5(2H)-one 1,1-dioxide